(R)-1-(oxazol-5-yl)ethan-1-amine hydrochloride Cl.O1C=NC=C1[C@@H](C)N